1-((2-bromothiophen-3-yl)methyl)-N-(1H-indol-3-yl)-3,3-dimethyl-2-oxoindoline-6-carboxamide BrC=1SC=CC1CN1C(C(C2=CC=C(C=C12)C(=O)NC1=CNC2=CC=CC=C12)(C)C)=O